benzo[c]picene C1=CC=CC2=C1C=CC1=C3C=CC4=C5C=CC=CC5=CC=C4C3=CC=C21